FC(C1=CC=C(C=C1)C1CC(C1)OC=1C=C2C(=CNC2=CC1)NC(C1=CN=CC=C1)=O)(F)F N-(5-((1s,3s)-3-(4-(trifluoromethyl)phenyl)cyclobutoxy)-1H-indol-3-yl)nicotinamide